ClC=1C=C(C=CC1)C1=NN=C(O1)NC(C1=CC(=CC=C1)S(F)(F)(F)(F)F)=O N-(5-(3-chlorophenyl)-1,3,4-oxadiazol-2-yl)-3-(pentafluoro-λ6-sulfaneyl)benzamide